FC1=NC(=CC=C1C1=CCN(CC1)C(=O)OC(C)(C)C)C(=O)OC tert-butyl 6-methyl 2-fluoro-5',6'-dihydro-[3,4'-bipyridine]-1',6(2'H)-dicarboxylate